2-{4-[5-chloro-2-(4H-1,2,4-triazol-4-yl)phenyl]-5-methoxy-2-oxopyridin-1(2H)-yl}-4-methoxybutanoic acid tert-butyl ester C(C)(C)(C)OC(C(CCOC)N1C(C=C(C(=C1)OC)C1=C(C=CC(=C1)Cl)N1C=NN=C1)=O)=O